N-((1r,3r)-3-((6-cyano-5-(trifluoromethyl)pyridin-3-yl)oxy)-2,2,4,4-tetramethylcyclobutyl)-5-(4-formylpiperidin-1-yl)pyrimidine-2-carboxamide C(#N)C1=C(C=C(C=N1)OC1C(C(C1(C)C)NC(=O)C1=NC=C(C=N1)N1CCC(CC1)C=O)(C)C)C(F)(F)F